2-(7-Bromo-6-chloro-8-fluoro-2-(((2R,7aS)-2-fluorotetrahydro-1H-pyrrolizin-7a(5H)-yl)methoxy-d2)quinazolin-4-yl)-8-fluoro-5-oxa-2-azabicyclo[5.1.0]octane BrC1=C(C=C2C(=NC(=NC2=C1F)OC([2H])([2H])[C@]12CCCN2C[C@@H](C1)F)N1C2C(C2COCC1)F)Cl